C(=C)C1CCCC(C1)C=C 1,5-divinylcyclohexane